ethyl 4-(1-(2-(2-methoxyphenyl)-2-((tetrahydro-2H-pyran-4-yl) oxy)ethyl)-5-methyl-6-(oxazol-2-yl)-2,4-dioxo-1,4-dihydrothieno[2,3-d]pyrimidin-3(2H)-yl)benzoate COC1=C(C=CC=C1)C(CN1C(N(C(C2=C1SC(=C2C)C=2OC=CN2)=O)C2=CC=C(C(=O)OCC)C=C2)=O)OC2CCOCC2